C(C1=CC=CC=C1)OC[C@@H]1NC=2C(OC1)=CSC2C(=O)OC methyl (S)-3-((benzyloxy)methyl)-3,4-dihydro-2H-thieno[3,4-b][1,4]oxazine-5-carboxylate